(S)-5-((5-(4-fluoro-1-isopropyl-2-methyl-1H-benzo[d]imidazol-6-yl)-4-methoxypyrrolo[2,1-f][1,2,4]triazin-2-yl)amino)-1-methylpiperidin-2-one FC1=CC(=CC=2N(C(=NC21)C)C(C)C)C=2C=CN1N=C(N=C(C12)OC)N[C@H]1CCC(N(C1)C)=O